C(C)(C)(C)C(=O)C(C)(C)C di(t-butyl) ketone